C(=O)SC1CCC1 S-cyclobutyl thioformate